OC1=C(C=C(C=C1)CCOC(C(=C)C)=O)N1N=C2C(=N1)C=CC=C2 2-(2'-hydroxy-5'-(2-methacryloyloxyethyl)phenyl)benzotriazole